n-eicosyl hexyl ether C(CCCCC)OCCCCCCCCCCCCCCCCCCCC